COC=1C=C2/C(/C(NC2=CC1)=O)=C/C1=C(C(=CN1)NC(CCN1CCCC1)=O)C (Z)-N-(5-((5-methoxy-2-oxoindol-3-ylidene)methyl)-4-methyl-1H-pyrrol-3-yl)-3-(pyrrolidin-1-yl)propionamide